(2,2,6,6-tetramethylheptane-3,5-dione) iridium (III) [Ir+3].CC(C)(C(CC(C(C)(C)C)=O)=O)C